3-[2-(Benzothiazol-6-yl)-pyrimidin-5-yl]-8-dimethylamino-8-phenyl-1,3-diazaspiro[4.5]decan-2-one S1C=NC2=C1C=C(C=C2)C2=NC=C(C=N2)N2C(NC1(C2)CCC(CC1)(C1=CC=CC=C1)N(C)C)=O